N1=CC(=CC=C1)CNC(=O)N 1-(pyridin-3-ylmethyl)urea